(tert-butyldimethylsilyl)-1-(2-((tert-butyldimethylsilyl)oxy)ethyl)-1H-pyrazole [Si](C)(C)(C(C)(C)C)C1=NN(C=C1)CCO[Si](C)(C)C(C)(C)C